S(C1=C(C=CC=C1C(C)(C)CC(C)(C)C)O)C1=C(C=CC=C1C(C)(C)CC(C)(C)C)O thiobis(3-tert-octylphenol)